5-(4-(7-((R)-3-((5-(2-chloro-4-phenoxybenzoyl)-7H-pyrrolo[2,3-d]pyrimidin-4-yl)amino)piperidin-1-yl)-7-oxoheptyl)piperazin-1-yl)-2-(2,6-dioxopiperidin-3-yl)isoindoline-1,3-dione ClC1=C(C(=O)C2=CNC=3N=CN=C(C32)N[C@H]3CN(CCC3)C(CCCCCCN3CCN(CC3)C=3C=C2C(N(C(C2=CC3)=O)C3C(NC(CC3)=O)=O)=O)=O)C=CC(=C1)OC1=CC=CC=C1